C1(=CC=C(C=C1)[C@H]1NOCC1)C (3S)-3-(p-tolyl)isoxazolidine